(R or S)-7-bromo-4-methyl-1,4-dihydro-2H-benzo[d][1,3]oxazin-2-one BrC=1C=CC2=C(NC(O[C@@H]2C)=O)C1 |o1:9|